N-[(3S)-5-methyl-4-oxo-2,3-dihydro-1,5-benzoxazepin-3-yl]spiro[5,6-dihydropyrrolo[1,2-b][1,2,4]triazole-7,3'-tetrahydrofuran]-2-carboxamide CN1C([C@H](COC2=C1C=CC=C2)NC(=O)C=2N=C1N(N2)CCC12COCC2)=O